C(C1CO1)OCCCNC1=CC=C(C=C1)OCC1CO1 glycidoxypropyl-p-glycidoxyaniline